CC1=NC(=CC(=C1)C=O)C 2,6-dimethyl-4-pyridinecarbaldehyde